C(C)S(=O)(=O)[O-].[Sn+4].C(C)S(=O)(=O)[O-].C(C)S(=O)(=O)[O-].C(C)S(=O)(=O)[O-] tin ethylsulfonate